4-nitrophenyl (1-(2-chloro-5-fluorophenyl)-6-(methylcarbamoyl)-3-oxo-1,2,3,4-tetrahydropyrrolo[1,2-a]pyrazin-8-yl)carbamate ClC1=C(C=C(C=C1)F)C1C=2N(CC(N1)=O)C(=CC2NC(OC2=CC=C(C=C2)[N+](=O)[O-])=O)C(NC)=O